hepta-2,5-diene-7-carboxylate CC=CCC=CCC(=O)[O-]